COC=1C=C(C=C(C1)OC)C#CC1=NC=NC=C1C(F)(F)F 4-((3,5-dimethoxyphenyl)ethynyl)-5-(trifluoromethyl)pyrimidin